CC1=C(C(=O)O[Li])C=CC(=C1)N1CCN(CCC1)C Lithio 2-methyl-4-(4-methyl-1,4-diazepan-1-yl)benzoate